C(CCCCCCCC(C)(C)C)(=O)OC=C vinyl neo-dodecanoate